(3S)-3-methylpiperidine-3-ol hydrochloride Cl.C[C@]1(CNCCC1)O